4-[2-(trifluoromethoxy)ethoxy]-1H-pyrazol FC(OCCOC=1C=NNC1)(F)F